[3-[5-(4-chloro-2-methylsulfonyl-phenyl)-2-pyridinyl]azetidin-1-yl]-[(3S)-3-(1H-1,2,4-triazol-5-yl)pyrrolidin-1-yl]methanone ClC1=CC(=C(C=C1)C=1C=CC(=NC1)C1CN(C1)C(=O)N1C[C@H](CC1)C1=NC=NN1)S(=O)(=O)C